C1(=CC=CC=C1)CC(=O)O Phenyl-acetic acid